C(C)(=O)O[C@H]1[C@H](O)O[C@@H]([C@H]([C@@H]1OC(C)=O)OC(C)=O)C(=O)OCC Ethyl 2,3,4-tri-O-acetyl-β-D-glucuronate